ClC1=C(C(=CC=C1)Cl)COC1=CC2=C([C@@]3(CCN([C@@H]3CC2)C(CN2CCS(CC2)(=O)=O)=O)S(=O)(=O)C2=CC=C(C=C2)F)C=C1 4-{2-[(3aR,9bR)-7-[(2,6-dichlorophenyl)methoxy]-9b-(4-fluorobenzenesulfonyl)-1H,2H,3H,3aH,4H,5H,9bH-benzo[e]indol-3-yl]-2-oxoethyl}-1λ6-thiomorpholine-1,1-dione